N-(1-(1-(piperidin-4-yl)ethyl)-1H-pyrazol-4-yl)-5-(pyrazin-2-yl)isoxazole-3-carboxamide 2,2,2-trifluoroacetate FC(C(=O)O)(F)F.N1CCC(CC1)C(C)N1N=CC(=C1)NC(=O)C1=NOC(=C1)C1=NC=CN=C1